C(CCCCCCC)O[C@@H]1C[C@@]2([C@@H](C[C@H]3[C@@H]4CC[C@H]([C@@H](CCCC(C)C)C)[C@]4(CC[C@@H]3[C@]2(CC1)C)C)NCCC=1N=CNC1)O 3β-octyloxy-5α-hydroxy-6β-[2-(1H-imidazol-4-yl)ethylamino]cholestane